6-phenylbenzo[d]thiazol-2-amine C1(=CC=CC=C1)C1=CC2=C(N=C(S2)N)C=C1